OC1=C(C=C(C=C1)N1C(C2=CC=C(C=C2CC1)C1=C(C=C(C=C1)C(F)(F)F)C(C)(C)O)=O)NS(=O)(=O)C N-(2-hydroxy-5-(6-(2-(2-hydroxypropan-2-yl)-4-(trifluoromethyl)phenyl)-1-oxo-3,4-dihydroisoquinolin-2(1H)-yl)phenyl)methanesulfonamide